4-Hydroxy-N-isopropyl-N-methyltryptamine-d4 [2H]C([2H])(C1=CNC2=C1C(=CC=C2)O)C([2H])([2H])N(C)C(C)C